2-ethyl-6-(hydroxymethyl)pyrazolo[1,5-a]pyridine C(C)C1=NN2C(C=CC(=C2)CO)=C1